Octasilan [SiH3][SiH2][SiH2][SiH2][SiH2][SiH2][SiH2][SiH3]